ClC=1C(=CC=2N(C(N=C(C2N1)N1[C@H](CN(CC1)C(C=C)=O)C)=O)C1=C(C=CC=C1)C(C)C)C1=C(C=CC=C1)F 6-chloro-7-(2-fluorophenyl)-4-((2S)-2-methyl-4-(2-propenoyl)-1-piperazinyl)-1-(2-(2-propanyl)phenyl)pyrido[3,2-d]pyrimidin-2(1H)-one